C1=CC=C(C=C1)NS(=O)(=O)C2=CC=CC=C2N 2-AMINO-N-PHENYLBENZENESULFONAMIDE